tert-butyl (2S)-3-methyl-2-[methyl-[(3S)-1-[(E)-3-(1,2,4-triazol-1-yl)prop-2-enoyl]pyrrolidine-3-carbonyl]amino]butanoate CC([C@@H](C(=O)OC(C)(C)C)N(C(=O)[C@@H]1CN(CC1)C(\C=C\N1N=CN=C1)=O)C)C